(4S)-3,3-difluoro-4-[4-(3-methyl-2-oxo-1H-imidazo[4,5-c]pyridin-4-yl)piperazin-1-yl]piperidine-1-carboxylic acid tert-butyl ester C(C)(C)(C)OC(=O)N1CC([C@H](CC1)N1CCN(CC1)C1=NC=CC2=C1N(C(N2)=O)C)(F)F